[N-](S(=O)(=O)C(F)(F)F)S(=O)(=O)C(F)(F)F.C(CCCCC)[N+]1=CC=CC=C1 N-Hexylpyridinium bis(trifluoromethylsulfonyl)imide